(S)-5-(2-(4-(5-chloro-2-(4-(trifluoromethyl)-1H-1,2,3-triazol-1-yl)phenyl)-5-methoxy-2-oxopyridin-1(2H)-yl)-3-phenylpropionamido)pyridineamide ClC=1C=CC(=C(C1)C1=CC(N(C=C1OC)[C@H](C(=O)NC=1C=CC(=NC1)C(=O)N)CC1=CC=CC=C1)=O)N1N=NC(=C1)C(F)(F)F